N-[5-[4-methoxy-3-[(6-methoxy-4-methyl-3-pyridyl)sulfamoyl]phenyl]-4-methyl-thiazol-2-yl]cyclopentanecarboxamide COC1=C(C=C(C=C1)C1=C(N=C(S1)NC(=O)C1CCCC1)C)S(NC=1C=NC(=CC1C)OC)(=O)=O